OC1(CN(C1)C1=C2C(=NC=C1)N(N=C2C[NH-])C2=CC=C(C=C2)OC(F)(F)F)C (4-(3-hydroxy-3-methylazetidin-1-yl)-1-(4-(trifluoromethoxy)phenyl)-1H-pyrazolo[3,4-b]pyridin-3-yl)meth-ylamide